1-ethyl-5-mercapto-1,2,3,4-tetrazole C(C)N1N=NN=C1S